[Cl-].C(CCCCCC)[NH+]1C(CCC1)CCCC 1-Heptyl-2-butylpyrrolidinium chlorid